C(=O)=C1C(C=CC=C1)C1C2=CC(=C(C=C2OC=2C=C(C(=CC12)C)NCC)NCC)C 9-(2-carbonylphenyl)-3,6-bis(ethylamino)-2,7-dimethyl-xanthene